pentaerythritol tetrakis-(3-mercapto-propionate) SCCC(=O)OCC(COC(CCS)=O)(COC(CCS)=O)COC(CCS)=O